N-(3-((2-Acetylaminoethyl)sulfonylamino)-4-hydroxyphenyl)-4'-(trifluoromethyl)-[1,1'-biphenyl]-4-carboxamide C(C)(=O)NCCS(=O)(=O)NC=1C=C(C=CC1O)NC(=O)C1=CC=C(C=C1)C1=CC=C(C=C1)C(F)(F)F